NCC(CN1N=CN(C1=O)C1=CC(=CC=C1)C=1C=NC(=CC1)N(C)C)=C(F)F 2-[2-(aminomethyl)-3,3-difluoro-allyl]-4-[3-[6-(dimethylamino)-3-pyridinyl]phenyl]-1,2,4-triazol-3-one